FC=1C=C(C=C(C1)F)NC1=NC2=C(C=CC=C2C(N1)=O)O 2-((3,5-difluorophenyl)amino)-8-hydroxyquinazolin-4(3H)-one